CS(=O)(=O)C1=CC=C(CNC(=O)C=2C=3C[C@@H]4[C@H](C3N(N2)C2=C(C=C(C=C2)F)F)C4)C=C1 (1aR,5aR)-2-(2,4-Difluoro-phenyl)-1a,2,5,5a-tetrahydro-1H-2,3-diaza-cyclopropa[a]pentalene-4-carboxylic acid 4-methanesulfonyl-benzylamide